FC(C1=CC=C2COC3(C2=C1)CCCCC3)(F)F 6'-(trifluoromethyl)-3'H-spiro[cyclohexane-1,1'-isobenzofuran]